[Er].[Eu] europium-erbium